The molecule is a member of the class of chalcones that is trans-chalcone hydroxylated at C-2', -4 and -4'. It has a role as an EC 1.14.18.1 (tyrosinase) inhibitor, a biological pigment, a NMDA receptor antagonist, a GABA modulator and a metabolite. It derives from a trans-chalcone. It is a conjugate acid of an isoliquiritigenin(1-). C1=CC(=CC=C1/C=C/C(=O)C2=C(C=C(C=C2)O)O)O